FC=1C(=C(C=CC1)[C@@H]([C@@H](CCC)NC(OC(C)(C)C)=O)O)C tert-butyl ((1S,2R)-1-(3-fluoro-2-methylphenyl)-1-hydroxypentan-2-yl)carbamate